C(C)N1CCN(CC1)CN(C(NC=1C=C(C=CC1)NC([O-])=O)=O)C1=C(C=CC=C1)C(F)(F)F 3-(3-(4-ethylpiperazin-1-ylmethyl)-3-(trifluoromethylphenyl)ureido)phenylcarbamate